N-[3-chloro-4-[4-[(3R)-3-(hydroxymethyl)piperazine-1-carbonyl]piperidine-1-carbonyl]phenyl]-5-[4-(cyanomethoxy)-2,3-difluoro-phenyl]-1-methyl-imidazole-2-carboxamide ClC=1C=C(C=CC1C(=O)N1CCC(CC1)C(=O)N1C[C@@H](NCC1)CO)NC(=O)C=1N(C(=CN1)C1=C(C(=C(C=C1)OCC#N)F)F)C